C(C)(=O)[O-].C(CCCCCCC)[NH+]1CC(CC1)C 1-Octyl-3-Methylpyrrolidinium acetat